N(=[N+]=[N-])CCOC=1C=C2CCC(C2=CC1)N(C)CC1=CC=C(C=C1)N(C)C 5-(2-azidoethoxy)-N-[4-(dimethylamino)benzyl]-N-methyl-2,3-dihydro-1H-inden-1-amine